C1(CCCCC1)C(CC(=C(SCC)SCC)C(F)(F)F)=O 1-Cyclohexyl-4,4-bis(ethylsulfanyl)-3-(trifluoromethyl)but-3-en-1-one